(1S,3S,4S)-N-((S)-1-cyano-2-((R)-2-oxopiperidin-3-yl)ethyl)-5,5-difluoro-2-(4-methoxy-1H-indole-2-carbonyl)-2-azabicyclo[2.2.2]octane-3-carboxamide C(#N)[C@H](C[C@@H]1C(NCCC1)=O)NC(=O)[C@H]1N([C@@H]2CC([C@H]1CC2)(F)F)C(=O)C=2NC1=CC=CC(=C1C2)OC